5-(6-(cyclopentylamino)-4-(difluoromethyl)pyridin-3-yl)-N-((1r,3s)-3-hydroxycyclobutyl)-4-((S)-2-methylpyrrolidine-1-carbonyl)thiazole-2-carboxamide C1(CCCC1)NC1=CC(=C(C=N1)C1=C(N=C(S1)C(=O)NC1CC(C1)O)C(=O)N1[C@H](CCC1)C)C(F)F